tert-butyl (6-(5-(difluoromethyl)-1,3,4-oxadiazol-2-yl)-1-oxo-1,3-dihydro-2H-isoindol-2-yl)carbamate FC(C1=NN=C(O1)C1=CC=C2CN(C(C2=C1)=O)NC(OC(C)(C)C)=O)F